2-(3,5-dichlorophenyl)benzo[d]oxazole-6-carboxylic acid 3-aminopropyl ester hydrochloride Cl.NCCCOC(=O)C1=CC2=C(N=C(O2)C2=CC(=CC(=C2)Cl)Cl)C=C1